(S)-(-)-4-tert-Butyl hydrogen 2-azidosuccinate (dicyclohexylammonium) salt CC(C)(C)OC(=O)CC(C(=O)O)N=[N+]=[N-].C1CCC(CC1)NC2CCCCC2